C(C)(C)(C)OC(N(C)CCN1C(CC1)(C)\C=C\S(NC(NC1=C2CCCC2=CC=2CCCC12)=O)(=O)=O)=O tert-Butyl-(E)-(2-(2-(2-(N-((1,2,3,5,6,7-hexahydro-s-indacen-4-yl)carbamoyl)sulfamoyl)vinyl)-2-methylazetidin-1-yl)ethyl)(methyl)carbamat